C(C)OC(C(CC1=CC(=C(C=C1)OC)[C@H](C)O)C1=C(C2=C(N(N=N2)CCOCCOCC2=CC=CC=C2)C=C1)C)=O (1-{2-[2-(benzyloxy)ethoxy]ethyl}-4-methyl-1H-benzotriazol-5-yl)-3-{3-[(1S)-1-hydroxyethyl]-4-methoxyphenyl}propanoic acid ethyl ester